OC1(CCN(CC1)C1=C(C=C(C=C1)[N+](=O)[O-])C(F)(F)F)CC(=O)OCCCC butyl 2-[4-hydroxy-1-[4-nitro-2-(trifluoromethyl)phenyl]-4-piperidyl]acetate